C[C@H](CCC(=O)C(C)C(=O)SCCNC(=O)CCNC(=O)[C@@H](C(C)(C)COP(=O)(O)OP(=O)(O)OC[C@@H]1[C@H]([C@H]([C@@H](O1)N2C=NC3=C(N=CN=C32)N)O)OP(=O)(O)O)O)[C@H]4CC[C@@H]5[C@@]4([C@H](C[C@H]6[C@H]5[C@@H](C[C@H]7[C@@]6(CC[C@H](C7)O)C)O)O)C The molecule is a cholestanoyl-CoA formed by thioester linkage between 3alpha,7alpha,12alpha-trihydroxy-24-oxo-5beta-cholestan-26-oic acid and coenzyme A. It has a role as a mouse metabolite. It is a conjugate acid of a 3alpha,7alpha,12alpha-trihydroxy-24-oxo-5beta-cholestan-26-oyl-CoA(4-).